1-methyl-N-(2-(pyridin-2-yl)pyrimidin-5-yl)piperidine-4-carboxamide CN1CCC(CC1)C(=O)NC=1C=NC(=NC1)C1=NC=CC=C1